(R)-2-amino-N-(2-(((S)-1-amino-3-(1H-indol-3-yl)-1-oxopropan-2-yl)amino)-2-oxoethyl)-3-hydroxypropanamide N[C@@H](C(=O)NCC(=O)N[C@H](C(=O)N)CC1=CNC2=CC=CC=C12)CO